2-isocyanatomethyl-2-(3-isocyanatopropyl)-6-isocyanatomethyl-bicyclo-[2.2.1]-heptane N(=C=O)CC1(C2C(CC(C1)C2)CN=C=O)CCCN=C=O